ClC1=C(C=CC(=C1F)F)C1C(=C(NC(=N1)C=1SC=CN1)[C@@H]1CC[C@H](CC1)C=1OC(=CN1)C(=O)OCC)C(=O)OCC (trans)-ethyl 2-(4-(6-(2-chloro-3,4-difluorophenyl)-5-(ethoxycarbonyl)-2-(thiazol-2-yl)-3,6-dihydropyrimidin-4-yl)cyclohexyl)oxazole-5-carboxylate